n-docosyl ethanoate C(C)(=O)OCCCCCCCCCCCCCCCCCCCCCC